(2S,4r)-4-(2,2-difluoroethyl)-N-((S,E)-4-(methylsulfonyl)but-3-en-2-yl)-2-phenylpiperidine-1-carboxamide FC(C[C@H]1C[C@H](N(CC1)C(=O)N[C@@H](C)\C=C\S(=O)(=O)C)C1=CC=CC=C1)F